rac-(1s,3R,5S)-3,5-diazidocyclohexyl methanesulfonate CS(=O)(=O)OC1C[C@@H](C[C@@H](C1)N=[N+]=[N-])N=[N+]=[N-] |r|